CC(C#CC(C)(OOC(C)(C)C)C)(C)OOC(C)(C)C dimethyl-bis(tert-butylperoxy)-3-hexyne